tert-Butyl ((3R,4S)-4-hydroxypiperidin-3-yl)carbamate O[C@@H]1[C@@H](CNCC1)NC(OC(C)(C)C)=O